(6Z,16Z)-12-((Z)-dec-4-enyl)docosa-6,16-dien-11-yl-5-(dimethylamino)pentanoate C(CC\C=C/CCCCC)C(C(CCC\C=C/CCCCC)OC(CCCCN(C)C)=O)CCC\C=C/CCCCC